2-methyl-2-(pyrrolidin-1-yl)propane CC(C)(C)N1CCCC1